C(C)OC(C(CP(O)=O)C)=O (3-Ethoxy-2-methyl-3-oxopropyl)phosphinic acid